N-tert-butyl-8-(1-carbamoyl-1H-pyrazol-4-yl)-1-(3,5-dichlorophenyl)-7-methoxy-N-methyl-1,4-dihydrochromeno[4,3-c]pyrazole-3-carboxamide C(C)(C)(C)N(C(=O)C=1C2=C(N(N1)C1=CC(=CC(=C1)Cl)Cl)C=1C=C(C(=CC1OC2)OC)C=2C=NN(C2)C(N)=O)C